OC(CNC(CC)=O)C N-(2-hydroxypropyl)propionamide